N-lauroylglutamic acid dihexadecylamide C(CCCCCCCCCCCCCCC)N(C([C@@H](NC(CCCCCCCCCCC)=O)CCC(=O)O)=O)CCCCCCCCCCCCCCCC